(R)-3-(4-fluoro-2-hydroxyphenyl)-4-methyl-4,5-dihydro-1H-pyrazole-1-carboximidamide hydrochloride Cl.FC1=CC(=C(C=C1)C1=NN(C[C@H]1C)C(N)=N)O